2-[5-[2-(Cyclopentanecarbonylamino)-4-pyridinyl]-4-(4-fluorophenyl)imidazol-1-yl]acetic acid C1(CCCC1)C(=O)NC1=NC=CC(=C1)C1=C(N=CN1CC(=O)O)C1=CC=C(C=C1)F